((1S,6R,7R)-3-(3-(3-fluoro-4-methoxyphenyl)-1H-pyrazolo[3,4-b]pyrazin-6-yl)-7-(2-fluorophenyl)-3-azabicyclo[4.1.0]heptan-7-yl)methanamine FC=1C=C(C=CC1OC)C1=NNC2=NC(=CN=C21)N2C[C@@H]1[C@]([C@@H]1CC2)(C2=C(C=CC=C2)F)CN